BrC1=C2C=NN(C2=CC(=C1CCOCC(=O)O)Cl)C1OCCCC1 2-(2-(4-Bromo-6-chloro-1-(tetrahydro-2H-pyran-2-yl)-1H-indazol-5-yl)ethoxy)acetic acid